ClC1=CC=C(C(=C)C)C=C1 p-chloro-α-methylstyrene